(S)-tert-butyl (1-(5-(2-(dimethylamino) quinolin-6-yl)-1H-imidazol-2-yl)-7-oxononyl)carbamate CN(C1=NC2=CC=C(C=C2C=C1)C1=CN=C(N1)[C@H](CCCCCC(CC)=O)NC(OC(C)(C)C)=O)C